1-(3,4-dihydroxyphenyl)-1-hydroxy-propan-2-one OC=1C=C(C=CC1O)C(C(C)=O)O